2,7-naphthyridine-2(1H)-carboxylate C1N(C=CC2=CC=NC=C12)C(=O)[O-]